isostearylacrylate C(CCCCCCCCCCCCCCC(C)C)OC(C=C)=O